C1(CC1)[C@H](C)NC(=O)C1=NNC(=C1)C=1C=C(C=CC1)C=1OC(=CN1)C(=O)N[C@H](C(=O)OC)C(C)C (S)-Methyl 2-(2-(3-(3-(((S)-1-Cyclopropylethyl)Carbamoyl)-1H-Pyrazol-5-yl)Phenyl)Oxazole-5-Carboxamido)-3-Methylbutanoate